7-(5-fluoropyridin-2-yl)-N-((6-methylpyridazin-3-yl)methyl)-4-(tetrahydro-2H-pyran-4-yl)phthalazin-1-amine FC=1C=CC(=NC1)C1=CC=C2C(=NN=C(C2=C1)NCC=1N=NC(=CC1)C)C1CCOCC1